1-[4-cyano-2-(trifluoromethyl)phenyl]-4-{2'-ethoxy-[2,3'-bipyridinyl]-5-yl}-N-[(3S)-1-methylpyrrolidin-3-yl]piperidine-4-carboxamide C(#N)C1=CC(=C(C=C1)N1CCC(CC1)(C(=O)N[C@@H]1CN(CC1)C)C=1C=CC(=NC1)C=1C(=NC=CC1)OCC)C(F)(F)F